rac-tert-butyl (3R,4R)-3-amino-4-hydroxypyrrolidine-1-carboxylate hydrochloride Cl.N[C@@H]1CN(C[C@H]1O)C(=O)OC(C)(C)C |r|